phenylCarbon C1(=CC=CC=C1)[C]